COC1=CC=C(CN(C2=NC=CC=C2C(C)N2CCOC3=C(C2=O)C=C(C(=C3Cl)C3=CC=C(C2=C3N=C(S2)C(=O)OC(C)(C)C)F)F)CC2=CC=C(C=C2)OC)C=C1 tert-butyl (4-(4-(1-(2-(bis(4-methoxybenzyl) amino) pyridin-3-yl) ethyl)-9-chloro-7-fluoro-5-oxo-2,3,4,5-tetrahydrobenzo[f][1,4]oxazepin-8-yl)-7-fluorobenzo[d]thiazol-2-yl)carboxylate